N-(3,5-dimethyltricyclo[3.3.1.13,7]dec-1-yl)-2,4-difluorobenzenesulfonamide CC12CC3(CC(CC(C1)(C3)C)C2)NS(=O)(=O)C2=C(C=C(C=C2)F)F